4-Methyl-2-(2-(4-methylpiperazin-1-yl)ethoxy)-N-(3-(1-(trifluoromethyl)cyclopropyl)propyl)-1H-imidazole-1-carboxamide CC=1N=C(N(C1)C(=O)NCCCC1(CC1)C(F)(F)F)OCCN1CCN(CC1)C